6-methoxy-2-methylpyrido[3,4-d]pyrimidin-4-ol COC1=CC2=C(N=C(N=C2O)C)C=N1